N1(CCCCC1)C=1N=CC(=NC1)N 5-(piperidin-1-yl)pyrazin-2-amine